C1=CC(=C2C(=C1NCCNCCO)C(=O)C3=C(C=CC(=C3C2=O)O)O)NCCNCCO dihydroxyanthraquinone